N=1C=NN2C=NC(=CC21)OC2=C(C=C(C=C2)NC2=NC=NC1=CC=C(C(=C21)N2CC(C2)N(C)C)C2=CCCN(C2)C(C=C)=O)C 1-(5-(4-((4-([1,2,4]triazolo[1,5-c]pyrimidin-7-yloxy)-3-methylphenyl)amino)-5-(3-(dimethylamino)azetidin-1-yl)quinazolin-6-yl)-3,6-dihydropyridin-1(2H)-yl)prop-2-en-1-one